COC(=O)[C@]1(N(C(C2=CC(=CC=C12)F)=O)CC1=CC=C(C=C1)OC)CC=O (S)-5-fluoro-2-(4-methoxybenzyl)-3-oxo-1-(2-oxoethyl)isoindoline-1-carboxylic acid methyl ester